(8-((4-cyclopropyl-5-(trifluoromethyl)-7H-pyrrolo[2,3-d]pyrimidin-2-yl)amino)-2,3-dihydrobenzo[b][1,4]dioxin-5-yl)(morpholino)methanone C1(CC1)C=1C2=C(N=C(N1)NC1=CC=C(C3=C1OCCO3)C(=O)N3CCOCC3)NC=C2C(F)(F)F